C(CCCCCCCCCCCCCCCCC)C(C(=O)OCCOCCOCCO)(C)CCCCCCCCCCCCCCCCCC triethylene glycol di-n-octadecyl-propionate